((2S)-2-(ethoxymethyl)-5-(4-(trifluoromethyl)phenyl)piperidin-1-yl)-N-(4-(ethanesulfonyl)benzyl)benzamide C(C)OC[C@H]1N(CC(CC1)C1=CC=C(C=C1)C(F)(F)F)C1=C(C(=O)NCC2=CC=C(C=C2)S(=O)(=O)CC)C=CC=C1